6-chloro-N2-(2-chlorophenyl)-N4-(3-isopropyl-1H-pyrazol-5-yl)-N2-methyl-1,3,5-triazine-2,4-diamine ClC1=NC(=NC(=N1)N(C)C1=C(C=CC=C1)Cl)NC1=CC(=NN1)C(C)C